BrC1=C(C=C2C(=NC(=NC2=C1F)OCC1N(C[C@@H](C1)OC)C)N([C@H]1[C@H](N(CC1)C(=O)OC(C)(C)C)C)C)C(F)(F)F tert-butyl (2R,3R)-3-((7-bromo-8-fluoro-2-(((4R)-4-methoxy-1-methylpyrrolidin-2-yl)methoxy)-6-(trifluoromethyl)quinazolin-4-yl)(methyl)amino)-2-methylpyrrolidine-1-carboxylate